F[C@H]1[C@H](O[C@@H]([C@H]1O)CO)N1C(N=C(C=C1)NC(=O)C1=NC(=CC=C1)C1=CC=CC=C1)=O N-(1-((2S,3R,4R,5R)-3-fluoro-4-hydroxy-5-(hydroxymethyl)tetrahydrofuran-2-yl)-2-oxo-1,2-dihydropyrimidin-4-yl)-6-phenylpyridinecarboxamide